3-(((10S)-10-Hydroxy-7-(2-(thiophen-3-yl)piperazine-1-carbonyl)-7-azaspiro[4.5]decan-10-yl)methyl)-6-phenylpyrimidin-4(3H)-one O[C@]1(CCN(CC12CCCC2)C(=O)N2C(CNCC2)C2=CSC=C2)CN2C=NC(=CC2=O)C2=CC=CC=C2